Cl.CC1(CNCCC1)O 3-Methylpiperidine-3-ol hydrochloride